1-(2-(4-methylpiperazin-1-yl)ethyl)-5-amino-1H-indole CN1CCN(CC1)CCN1C=CC2=CC(=CC=C12)N